4-(2-chloro-7,8-dihydropyrido[3,2-d]pyrimidin-5(6H)-yl)-6,8-dimethyl-2-(methylsulfonyl)pyrido[2,3-d]pyrimidin-7(8H)-one ClC=1N=CC2=C(N1)CCCN2C=2C1=C(N=C(N2)S(=O)(=O)C)N(C(C(=C1)C)=O)C